ClC1=C(C=C(C=C1)Cl)C=1C=C2CCC(C(C2=CC1)NC(O[C@@H]1CN2CCC1CC2)=O)(C)C (S)-quinuclidin-3-yl (6-(2,5-dichlorophenyl)-2,2-dimethyl-1,2,3,4-tetrahydronaphthalen-1-yl)carbamate